1,1',1'',1'''-(1,2-ethandiyldinitrilo)tetrakis[2-propanol] neodecanat C(CCCCCC(C)(C)C)(=O)OC(CN(CCN(CC(C)O)CC(C)O)CC(C)O)C